(S)-7-amino-3-(1-(but-2-ynoyl)pyrrolidin-3-yl)-1-(4-phenoxyphenyl)-1,5-dihydro-4H-pyrazolo[3,4-d]pyridazin-4-one NC1=NNC(C2=C1N(N=C2[C@@H]2CN(CC2)C(C#CC)=O)C2=CC=C(C=C2)OC2=CC=CC=C2)=O